NC1=NC=2C=CC(=CC2C2=C1C=NN2C)C(=O)N(C)[C@H]2COC(C1=CC(=CC=C21)C(F)(F)F)(C)C (R)-4-amino-N-(1,1-dimethyl-7-(trifluoromethyl)isochroman-4-yl)-N,1-dimethyl-1H-pyrazolo[4,3-c]quinoline-8-carboxamide